Dimethyl cyanomethylphosphonate C(#N)CP(OC)(OC)=O